(R)-5-(2-benzyl-4-(methylsulfonyl)piperazin-1-yl)-3-methyl-1H-pyrazolo[4,3-d]pyrimidine C(C1=CC=CC=C1)[C@H]1N(CCN(C1)S(=O)(=O)C)C=1N=CC2=C(N1)C(=NN2)C